3,7,11,15-tetramethylhexadeca-2,6,10,14-tetraene CC(=CC)CCC=C(CCC=C(CCC=C(C)C)C)C